Aminobutyric acid phosphite P(O)(O)O.NC(C(=O)O)CC